FC(C1(OC(CCCN1)=O)C(F)(F)F)(F)F 2,2-bis(trifluoromethyl)-1,3-oxazepan-7-one